N-cyclobutyl-2-[(2,6-difluoro-4-pyridyl)amino]-5-methyl-thiazole-4-carboxamide C1(CCC1)NC(=O)C=1N=C(SC1C)NC1=CC(=NC(=C1)F)F